1-tosyl-1H-imidazole S(=O)(=O)(C1=CC=C(C)C=C1)N1C=NC=C1